[Si](C1=CC=CC=C1)(C1=CC=CC=C1)(C(C)(C)C)OCCN1CCOC2=C(C1)C=CC(=C2)N 4-(2-((tert-butyldiphenylsilyl)oxy)ethyl)-2,3,4,5-tetrahydrobenzo[f][1,4]oxazepin-8-amine